1-(4-bromo-2,6-difluorophenyl)-2,2-diethoxyethan-1-one BrC1=CC(=C(C(=C1)F)C(C(OCC)OCC)=O)F